12-(7-(decanoyloxy) heptyl)-2-methyl-7-oxo-8-oxa-2,6,12-triazaicosan-20-yl 2-hexyldecanoate C(CCCCC)C(C(=O)OCCCCCCCCN(CCCOC(NCCCN(C)C)=O)CCCCCCCOC(CCCCCCCCC)=O)CCCCCCCC